The molecule is a glycol that is tetradecane bearing two hydroxy substituents located at positions 1 and 2. It derives from a hydride of a tetradecane. CCCCCCCCCCCCC(CO)O